6-chloro-2-(1-((1r,4r)-4-(6-fluoroquinolin-4-yl)cyclohexyl)ethyl)-1,2-dihydro-3H-indazol-3-one ClC1=CC=C2C(N(NC2=C1)C(C)C1CCC(CC1)C1=CC=NC2=CC=C(C=C12)F)=O